CC1=C(C=CC=C1NC(=O)C1=CC(=C(C=N1)CNC(C(=O)O)CCO)OC)C1=C(C(=CC=C1)NC(=O)C1=CC(=C(C=N1)CNC(C(=O)O)CCO)OC)C (((((2,2'-dimethyl-[1,1'-biphenyl]-3,3'-diyl)bis(azanediyl))bis(carbonyl))bis(4-methoxypyridine-6,3-diyl)bis(methylene))bis(azanediyl))bis(4-hydroxybutanoic acid)